C(C(C)C)(=O)OCCC1=CC=CC=C1 PHENYLETHYL ISOBUTYRATE